COC1CN(CC(C1)C=1C=NNC1)C1=NC(=NC=C1)C1=CN=C2N1C=C(N=C2)C(F)(F)F 3-(4-(3-Methoxy-5-(1H-pyrazol-4-yl)piperidin-1-yl)pyrimidin-2-yl)-6-(trifluoromethyl)imidazo[1,2-a]pyrazine